N7-(3,5-bis((E)-3,4-difluorobenzylidene)-4-oxocyclohexyl)-N4,N4-diethyl-2-methyl-2H-indazole-4,7-dicarboxamide FC=1C=C(\C=C\2/CC(C\C(\C2=O)=C/C2=CC(=C(C=C2)F)F)NC(=O)C2=CC=C(C3=CN(N=C23)C)C(=O)N(CC)CC)C=CC1F